N-(4-fluorophenyl)-3-methylbut-2-enamide FC1=CC=C(C=C1)NC(C=C(C)C)=O